C(C)C1=C(C=CC=C1)N=[N+]=[N-] ethylazidobenzene